FC1(CC(C1)CNC(=O)C=1C=NN2C1C=C(C=C2)C2=CNC=1N=C(N=CC12)NCC1CCN(CC1)C)F N-((3,3-difluorocyclobutyl)methyl)-5-(2-(((1-methylpiperidin-4-yl)methyl)amino)-7H-pyrrolo[2,3-d]pyrimidin-5-yl)pyrazolo[1,5-a]pyridine-3-carboxamide